(S)-1-methyl-pyrrolidin CN1CCCC1